ClC1=CC(=C(C=C1)NC(OCC1CC1)=O)C(N[C@H](C(C(=O)NC)=O)C[C@H]1C(N[C@@H](C1)C)=O)=O cyclopropylmethyl N-[4-chloro-2-[[(1S)-3-(methylamino)-1-[[(3S,5R)-5-methyl-2-oxo-pyrrolidin-3-yl]methyl]-2,3-dioxo-propyl]carbamoyl]phenyl]carbamate